C(C)(C)OCC(=O)NC=1N=CC2=CC=C(C=C2C1)C1=CN=CN1C 2-Isopropoxy-N-(6-(1-methyl-1H-imidazol-5-yl)isoquinolin-3-yl)acetamide